O=C1NC(CCC1N1C(C2=CC=CC(=C2C1)SCCCCCCCNC1CC(CC(C1)C(=O)OC)(F)F)=O)=O methyl 5-((7-((2-(2,6-dioxopiperidin-3-yl)-1-oxoisoindolin-4-yl)thio)heptyl)amino)-3,3-difluorocyclohexane-1-carboxylate